(S)-2-((tert-Butoxycarbonyl)amino)-3-cyclopropylpropionic acid 2-ethylbutyl ester C(C)C(COC([C@H](CC1CC1)NC(=O)OC(C)(C)C)=O)CC